FC(COC=1C=C(C=CC1)N1C(N(C2=C1C=CC(=C2)C(=O)NC2(CCS(CC2)(=O)=O)C)C(C)C)=O)F 1-[3-(2,2-difluoroethoxy)phenyl]-3-isopropyl-N-(4-methyl-1,1-dioxo-thian-4-yl)-2-oxo-benzimidazole-5-carboxamide